3-(hydroxymethyl)oxolan-2-one OCC1C(OCC1)=O